N-(Trimethylsilyl)-dimethylamin C[Si](N(C)C)(C)C